2-chloro-9-methyl-N-(1-(methylsulfonyl)indol-7-yl)-9H-purin-6-amine ClC1=NC(=C2N=CN(C2=N1)C)NC=1C=CC=C2C=CN(C12)S(=O)(=O)C